C1(=CC=C(C=C1)P(C1=CC=CC=C1)(C1=CC=CC=C1)C1=CC=CC=C1)P(C1=CC=CC=C1)(C1=CC=CC=C1)C1=CC=CC=C1 p-phenylene-bis(triphenylphosphine)